1-vinyl-3-butyl-imidazole bromine salt [Br].C(=C)N1CN(C=C1)CCCC